2-(2,5-Dichlorophenyl)-N-[1-cyclopropyl-5-oxopyrrolidin-3-yl]acetamid ClC1=C(C=C(C=C1)Cl)CC(=O)NC1CN(C(C1)=O)C1CC1